C(C)(C)C1=CC=C(C=C1)C1=CC(=CC=C1)B1OC(C)(C)C(C)(C)O1 4'-α-isopropyl-1,1'-biphenyl-3-yl-boronic acid pinacol ester